C(C)OC(C(=O)N1CC(CC=C1OS(=O)(=O)C(F)(F)F)C)=O 2-(3-Methyl-6-(trifluoromethanesulfonyl-oxy)-3,4-dihydropyridin-1(2H)-yl)-2-oxoacetic acid ethyl ester